NC1=C2NC(N(C2=NC(=N1)SC(C)C)CC1=CC=CC=C1)=O 6-amino-9-benzyl-2-(2-propylsulfanyl)-7H-purin-8-one